N=1ON=C2C1C=CC(=C2)COC2=C(C=C(C(=C2)OCC2=C(C(=CC=C2)C2=CC1=C(OCCO1)C=C2)C)Cl)C=C(C(=O)N)C#N 3-(2-(benzo[c][1,2,5]oxadiazol-5-ylmethoxy)-5-chloro-4-((3-(2,3-dihydrobenzo[b][1,4]dioxin-6-yl)-2-methylbenzyl)oxy)phenyl)-2-cyanoacrylamide